N-((3S,4S)-1-(6-(4-chlorophenyl)-2-(pyridin-3-yl)pyrimidin-4-yl)-4-hydroxypyrrolidin-3-yl)acetamide ClC1=CC=C(C=C1)C1=CC(=NC(=N1)C=1C=NC=CC1)N1C[C@@H]([C@H](C1)O)NC(C)=O